N-[3-(6-chloro-1,3-benzothiazol-2-yl)-1-bicyclo[1.1.1]pentanyl]-5-(1-methylsulfonylcyclopropyl)isothiazole-3-carboxamide ClC1=CC2=C(N=C(S2)C23CC(C2)(C3)NC(=O)C3=NSC(=C3)C3(CC3)S(=O)(=O)C)C=C1